4-bromo-2-fluoro-6-isopropyl-3-methoxybenzonitrile BrC1=C(C(=C(C#N)C(=C1)C(C)C)F)OC